C[C@]12CC[C@@H](C[C@@H]2C(CCC1)C)C(C)=O |r| 1-((2SR,4aRS,8aRS)-4a,8-dimethyldecahydronaphthalen-2-yl)ethan-1-one